[1-(3-chloro-5-fluoropyridin-2-yl)ethyl]-3-(5-methyl-1,3-thiazol-2-yl)-5-[(3R)-tetrahydrofuran-3-ylmethoxy]benzamide Chlorid [Cl-].ClC=1C(=NC=C(C1)F)C(C)C1=C(C(=O)N)C=C(C=C1C=1SC(=CN1)C)OC[C@H]1COCC1